3-(3,4-Difluorophenyl)-1-methyl-1-(6-oxo-1,2,4,5,6,7,9,10-octahydrodipyrano[3,4-b:4',3'-d]pyridin-1-yl)urea FC=1C=C(C=CC1F)NC(N(C1COCC=2NC(C3=C(C21)CCOC3)=O)C)=O